ClC1=C(C=C(C=C1)C=1C=CC(=NC1)N1CCCCC1)CC1=CC=C(C=C1)O[C@H]1COCC1 (R)-5-{4-chloro-3-{4-[(tetrahydrofuran-3-yl)oxy]benzyl}phenyl}2-(piperidin-1-yl)pyridin